BrC=1C=NC(=NC1)NC(C)C 5-bromo-N-(propan-2-yl)pyrimidin-2-amine